OC(CCOCCCOCC(=O)O)CCOS(=O)(=O)C1=CC=C(C)C=C1 2-(3-(3-hydroxy-5-(tosyloxy)pentyloxy)propoxy)acetic acid